3,3'-(hexane-1,6-diylbis(methylazanediyl)bis(propan-1-ol)) C(CCCCCN(C)CCCO)N(C)CCCO